C(C)(C)(C)C1=C(C=C(C=C1)C)O 2-(tertiary butyl)-5-methylphenol